2-[5-bromo-2-(2,2-difluoroethyl)pyrazol-3-yl]-8-methyl-4-oxo-3,1-benzoxazine-6-carbonitrile BrC=1C=C(N(N1)CC(F)F)C1=NC2=C(C(O1)=O)C=C(C=C2C)C#N